N-(4-(pyridin-4-yl)benzyl)propionamide N1=CC=C(C=C1)C1=CC=C(CNC(CC)=O)C=C1